4-((R)-1-(5-fluoropyridin-2-yl)ethoxy)-6-(1-((1r,4R)-4-hydroxy-4-methylcyclohexyl)-5-methyl-1H-pyrazol-4-yl)pyrazolo[1,5-a]pyridine-3-carbonitrile FC=1C=CC(=NC1)[C@@H](C)OC=1C=2N(C=C(C1)C=1C=NN(C1C)C1CCC(CC1)(C)O)N=CC2C#N